5-hydroxy-3-aza-bicyclo[3.3.0]octane hydrochloride Cl.OC12CNCC2CCC1